C(C)(C)C1=C(NC2=CC=C(C=C12)C(C(=O)NC1CCN(CC1)C(C)C)(C)C)C1=CC(=NC=C1)C 2-(3-isopropyl-2-(2-methylpyridin-4-yl)-1H-indol-5-yl)-N-(1-isopropylpiperidin-4-yl)-2-methylpropanamide